C1(CC1)CN1N=CC(=C1)CN1C(N(CC2=C1C=C(N=C2)C=2C(=NN(C2)C)C)C2=C(C(=CC(=C2F)OC)OC)F)=O 1-((1-(cyclopropylmethyl)-1H-pyrazol-4-yl)methyl)-3-(2,6-difluoro-3,5-dimethoxyphenyl)-7-(1,3-dimethyl-1H-pyrazol-4-yl)-3,4-dihydropyrido[4,3-d]pyrimidin-2(1H)-one